(±)-1-acetyl-N-(2,6-dimethylphenyl)-3-methylene-2-(pyridin-2-yl)indoline-2-carboxamide C(C)(=O)N1[C@@](C(C2=CC=CC=C12)=C)(C(=O)NC1=C(C=CC=C1C)C)C1=NC=CC=C1 |r|